FC(C(=O)O)(F)F.NC1=C2C(=NC=N1)N(N=C2C=2C=CC1=C(N=C(O1)N)C2)CC2CNC2 5-(4-amino-1-(azetidin-3-ylmethyl)-1H-pyrazolo[3,4-d]pyrimidin-3-yl)benzo[d]oxazol-2-amine trifluoroacetic acid salt